N1(N=CC=C1)CC1=CC2=C(C(=NO2)NS(=O)(=O)C2=C(C=CC=C2)OC2CCC2)C(=C1F)OC N-(6-((1H-pyrazol-1-yl)methyl)-5-fluoro-4-methoxybenzo[d]isoxazol-3-yl)-2-cyclobutyloxybenzenesulfonamide